C(#C)C1=CC=C(CC2=CC=CC=C2)C=C1 2-(4-ethynyl-benzyl)-benzene